1-(6-[1-methyl-1,6-diazaspiro[3.3]heptan-6-yl]pyridin-2-yl)methylamine CN1CCC12CN(C2)C2=CC=CC(=N2)CN